4-ethynyl-2,2-dimethyl-1,3-oxazolidine-3-carboxylic acid tert-butyl ester C(C)(C)(C)OC(=O)N1C(OCC1C#C)(C)C